S1C=NC2=C1C=CC(=C2)C2=CSC1=C2C(=NC=C1C1=CC(=NN1C)C)N 3-(Benzo[d]thiazol-5-yl)-7-(1,3-dimethyl-1H-pyrazol-5-yl)thieno[3,2-c]pyridin-4-amin